tert-butoxycarbonylmethylene-triphenylphosphine C(C)(C)(C)OC(=O)C=C1C(C=CC=C1)P(C1=CC=CC=C1)C1=CC=CC=C1